1-(3-(tert-butyl)-1-(pyridin-2-yl)-1H-pyrazol-5-yl)-3-(2-(methylthio)-4-((3-oxo-3,4-dihydropyrido[2,3-b]pyrazin-8-yl)oxy)phenyl)urea C(C)(C)(C)C1=NN(C(=C1)NC(=O)NC1=C(C=C(C=C1)OC1=CC=NC=2NC(C=NC21)=O)SC)C2=NC=CC=C2